FC1(C(=C(C(C1(F)F)(F)F)C=1C=C(SC1C)C1=NN=C(O1)C=1SC2=C(N1)C=CC(=C2)OC)C=2C=C(SC2C)C2=NN=C(O2)C=2SC1=C(N2)C=CC(=C1)OC)F 5,5'-((perfluorocyclopent-1-ene-1,2-diyl)bis(5-methylthiophene-4,2-diyl))bis(2-(6-methoxybenzo[d]thiazol-2-yl)-1,3,4-oxadiazole)